C1=CC=CC=2C3=CC=CC=C3NC12.[N].[B] boron nitrogen carbazole